N-(4-(3-((2,4-Dimethoxybenzyl)amino)-6-(pyrazolo[1,5-a]pyrimidin-3-yl)-1H-pyrazolo[4,3-c]pyridin-1-yl)-3-methoxyphenyl)propane-1-sulfonamide COC1=C(CNC2=NN(C3=C2C=NC(=C3)C=3C=NN2C3N=CC=C2)C2=C(C=C(C=C2)NS(=O)(=O)CCC)OC)C=CC(=C1)OC